FC=1C=C2CCCC(C2=C(C1)N)=O 6-fluoro-8-amino-1-tetralone